N1,N1-bis[3-(triethoxysilyl)propyl]-1,2-ethanediamine C(C)O[Si](CCCN(CCN)CCC[Si](OCC)(OCC)OCC)(OCC)OCC